OCCCCC1(C2=CC=C(C=C2C=2C=C(C=CC12)C1=CC=C(C=C1)C1=CC2=CC=CC=C2C=C1)C1=CC=C(C=C1)C1=CC2=CC=CC=C2C=C1)CCCCO 9,9-bis(4'-hydroxybutyl)-3,6-bis[4-(naphthalen-2-yl)phenyl]-9H-fluorene